2-ethyl-1,2-diisopropylpropane C(C)C(CC(C)C)(C)C(C)C